1-[(2,6-dichloro-4-pyridinyl)-difluoro-methyl]-3-azabicyclo[3.1.0]hexane-3-carboxylic acid tert-butyl ester C(C)(C)(C)OC(=O)N1CC2(CC2C1)C(F)(F)C1=CC(=NC(=C1)Cl)Cl